ClC1=CC=C(C=C1)N1N=C(C=C1NC(=O)C=1C=NN2C1N=CC=C2)C N-(1-(4-chlorophenyl)-3-methyl-1H-pyrazol-5-yl)pyrazolo[1,5-a]pyrimidine-3-carboxamide